S1CCN(CC1)C1=CC=C(C=C1)B(O)O (4-THIOMORPHOLINOPHENYL)BORONIC ACID